((3aR,7aS)-7a-fluoro-1-oxooctahydro-2H-pyrrolo[3,4-c]pyridin-2-yl)benzoic acid F[C@]12[C@H](CNCC1)CN(C2=O)C2=C(C(=O)O)C=CC=C2